C1(CC1)C([C@@H](C)NC1=NC(=C2N=CN(C2=N1)CC)N[C@@H]1CN(CC1)S(=O)(=O)NCC)O |o1:4| (S)-3-((2-(((R*)-cyclopropyl-3-hydroxypropan-2-yl)amino)-9-ethyl-9H-purin-6-yl)amino)-N-ethylpyrrolidine-1-sulfonamide